C(C)(C)(C)O\N=C(\[C@H]1CC[C@H](CC1)N(C1=C(C(N(C2=CC=C(N=C12)C#N)C)=O)C(=O)N)C)/C=1C=NC(=CC1)OC 4-((cis-4-((Z)-(tert-Butoxyimino)(6-methoxypyridin-3-yl)methyl)cyclohexyl)(methyl)amino)-6-cyano-1-methyl-2-oxo-1,2-dihydro-1,5-naphthyridine-3-carboxamide